C(C)(=O)ON=C(C)C=1C=CC=2N(C3=CC=C(C=C3C2C1)C(C1=C(C=C(C=C1)OCC=1OC(OC1)(C)C)C)=O)CC N-acetoxy-1-[9-ethyl-6-{2-methyl-4-(3,3-dimethyl-2,4-dioxolylmethyloxy)benzoyl}-9H-carbazol-3-yl]ethane-1-imine